7-cyclobutoxy-N-(1-((1S,2R)-2-fluorocyclopropyl)-2-oxo-1,2-dihydropyridin-3-yl)-2-(1-methyl-2-oxabicyclo[2.1.1]hexan-4-yl)imidazo[1,2-a]pyrimidine-6-carboxamide C1(CCC1)OC1=NC=2N(C=C1C(=O)NC=1C(N(C=CC1)[C@@H]1[C@@H](C1)F)=O)C=C(N2)C21COC(C2)(C1)C